N-(5-aminopentyl)-4-[[3-[1-(cyanomethyl)-3-(trifluoromethyl)pyrazol-4-yl]imidazo[1,2-a]pyrazin-8-yl]amino]-2-ethylbenzamide NCCCCCNC(C1=C(C=C(C=C1)NC=1C=2N(C=CN1)C(=CN2)C=2C(=NN(C2)CC#N)C(F)(F)F)CC)=O